tert-Butyl 4-[methoxy(methyl)carbamoyl]thiazolidine-3-carboxylate CON(C(=O)C1N(CSC1)C(=O)OC(C)(C)C)C